O[C@@H]1[C@H](CCCC1)NC(C1=CC(=C(C=C1)C)NCC=1C=NC=C(C1)C1=NC=CN=C1)=O N-[(1S,2S)-2-hydroxycyclohexyl]4-methyl-3-({[5-(pyrazin-2-yl)pyridin-3-yl]methyl}amino)benzamide